4-tertiary butyl-2,5-xylenol C(C)(C)(C)C=1C=C(C(=CC1C)O)C